(1-phenylcyclopropyl)ethanone C1(=CC=CC=C1)C1(CC1)C(C)=O